C1(CC1)C1=NC(=NC=C1)NCC1=C(N=NN1C)C1=CC=C(C(=N1)CC)CN1CC(CC(C1)(F)F)C(=O)OC Methyl 1-((6-(5-(((4-cyclopropylpyrimidin-2-yl)amino)methyl)-1-methyl-1H-1,2,3-triazol-4-yl)-2-ethylpyridin-3-yl)methyl)-5,5-difluoropiperidine-3-carboxylate